COC=1C=CC=C(C1C=1C(=CC=CC1OC)N)N 6,6'-dimethoxy-[1,1'-biphenyl]-2,2'-diamine